C[C@@H](C(=O)OC[C@]1(O[C@H]([C@@H]([C@@H]1O)O)C1=CC=C2C(=NC=NN21)N)C#N)CC ((2R,3S,4R,5S)-5-(4-aminopyrrolo[2,1-f][1,2,4]triazin-7-yl)-2-cyano-3,4-dihydroxytetrahydrofuran-2-yl)methyl (R)-2-methylbutanoate